2-(2-hydroxy-3,3-dimethylbutyrylamino)-5,5,7,7-tetramethyl-5,7-dihydro-4H-thieno[2,3-c]pyran-3-carboxamide OC(C(=O)NC1=C(C2=C(C(OC(C2)(C)C)(C)C)S1)C(=O)N)C(C)(C)C